(4-bromophenyl)(4-{[4-(pentafluoro-λ6-sulfanyl)phenyl]Amino}piperidin-1-yl)(imino)-λ6-sulfanone BrC1=CC=C(C=C1)S(=O)(=N)N1CCC(CC1)NC1=CC=C(C=C1)S(F)(F)(F)(F)F